N-{1-[2,4-bis(trifluoromethyl)benzyl]-1H-pyrazol-4-yl}-5-tert-butyl-1,2-oxazole-3-carboxamide FC(C1=C(CN2N=CC(=C2)NC(=O)C2=NOC(=C2)C(C)(C)C)C=CC(=C1)C(F)(F)F)(F)F